ClC1=C(C=2N=C(N=C(C2C(=N1)OC[C@H](C)NC(C)C)O)SC)F 7-chloro-8-fluoro-5-[(2S)-2-(isopropylamino)propoxy]-2-methylsulfanyl-pyrido[4,3-d]pyrimidin-4-ol